C1(=CC=CC=C1)[C@@H](C)\N=C\C(=O)OCC ethyl (2E)-{[(1R)-1-phenylethyl] imino}acetate